tert-butyl N-[5-(5,6-difluoropyridin-2-yl)-1,3-thiazol-2-yl]-N-{[2-(trimethylsilyl)ethoxy] methyl}carbamate FC=1C=CC(=NC1F)C1=CN=C(S1)N(C(OC(C)(C)C)=O)COCC[Si](C)(C)C